(S)-8-(4-acryloylpiperazin-1-yl)-l-1-(3-chloro-4-fluorophenyl)-3-(methoxymethoxy)-10-(trifluoromethyl)-3,4-dihydro-2H,6H-[1,4]thiazepino[2,3,4-ij]quinazolin-6-one C(C=C)(=O)N1CCN(CC1)C1=NC(N2C3=C(C=C(C=C13)C(F)(F)F)S(C[C@H](C2)OCOC)C2=CC(=C(C=C2)F)Cl)=O